ClC1=C(C=CC=C1)[C@H]1[C@H](CN(C1)CCC(F)(F)F)C(=O)O (3R,4R)-4-(2-chlorophenyl)-1-(3,3,3-trifluoropropyl)pyrrolidine-3-carboxylic acid